5-acetyl-3-(p-tolyl)-2-thiouracil CC1=CC=C(C=C1)N2C(=O)C(=CNC2=S)C(=O)C